[Cl-].[Cl-].C(C)(C)=[Zr+2](C1C2=CC(=CC=C2C=2C=CC(=CC12)C(C)(C)C)C(C)(C)C)C1C=CC=C1 isopropylidene(cyclopentadienyl)(2,7-di-t-butyl-9-fluorenyl)zirconium dichloride